FC=1C=CC=2C3=C(NC(C2C1)=O)COC[C@@H]3N(C(=O)C3=CN1C=CC=C1C=C3)C (R)-N-(8-fluoro-6-oxo-1,4,5,6-tetrahydro-2H-pyrano[3,4-c]isoquinolin-1-yl)-N-methylindolizine-6-carboxamide